CC1=NC(=CC(=N1)NC1=CC(=C(N=N1)C(=O)NC([2H])([2H])[2H])NC1=NC(=CC=C1S(=O)(=O)C)F)C 6-((2,6-dimethylpyrimidin-4-yl)amino)-4-((6-fluoro-3-(methylsulfonyl)pyridin-2-yl)amino)-N-(methyl-d3)pyridazine-3-carboxamide